pyridylfuro[2,3-d]pyridazine mesylate S(C)(=O)(=O)O.N1=C(C=CC=C1)C1=CC=2C(=CN=NC2)O1